5-(4-(2-aminoethyl)piperazin-1-yl)-2-nitroaniline NCCN1CCN(CC1)C=1C=CC(=C(N)C1)[N+](=O)[O-]